BrC=1C=C(C=C(C1C1(CC(=C(C2=CC=CC=C12)O)\N=N\[H])S(=O)(=O)O)Br)C1=CC(=C(C(=C1)Br)C1(CC(=C(C2=CC=CC=C12)O)\N=N\[H])S(=O)(=O)O)Br 1,1'-(3,3',5,5'-tetrabromo[1,1'-biphenyl]-4,4'-diyl)bis{4-hydroxy-3-[(E)-diazenyl]naphthalene-1-sulfonic acid}